(R)-(1-(4-bromo-2,6-difluorophenyl)-2-oxopiperidin-3-yl)carbamic acid tert-butyl ester C(C)(C)(C)OC(N[C@H]1C(N(CCC1)C1=C(C=C(C=C1F)Br)F)=O)=O